C(C1=CC=CC=C1)OC=1C(C=CN2N3CC4=C(CN(C(C21)=O)C3)C=CC(=C4)F)=O 1-(benzyloxy)-9-fluoro-7,12-dihydro-6,13-methanobenzo[g]pyrido[1,2-b][1,2,5]triazonine-2,14-dione